O1C=NC2=C1CCCCCCCCCC2 4,5,6,7,8,9,10,11,12,13-Decahydrocyclododeca-1,3-oxazole